(R)-2-((t-butoxycarbonyl)amino)-4-phenylbutane C(C)(C)(C)OC(=O)N[C@H](C)CCC1=CC=CC=C1